aminobenzofuran-4-carboxamide NC=1OC=2C(C1)=C(C=CC2)C(=O)N